FC(C=1C=C(C=C(C1)C(F)F)C(C)NS(=O)C(C)(C)C)F N-[1-[3,5-bis(difluoromethyl)phenyl]ethyl]-2-methyl-propane-2-sulfinamide